Cl.FC(C1=NN=C2N1CCNC2)(F)F 3-trifluoromethyl-5,6,7,8-tetrahydro[1,2,4]triazolo[4,3-a]pyrazine hydrochloride